4-(Benzyloxycarbonyloxy)undecanoic acid C(C1=CC=CC=C1)OC(=O)OC(CCC(=O)O)CCCCCCC